8-methylquinazolin-4(3H)-one trifluoroacetate salt FC(C(=O)O)(F)F.CC=1C=CC=C2C(NC=NC12)=O